FC(OC1=C(C=C(C=C1)F)C1=NC=C2N(C(N(C2=N1)CC1=CC=C(C=C1)C=1N(C=C(N1)C(F)(F)F)C)=N)C)F 2-[2-(difluoromethoxy)-5-fluoro-phenyl]-7-methyl-9-[[4-[1-methyl-4-(trifluoromethyl)imidazol-2-yl]phenyl]methyl]purin-8-imine